FC(C(=O)O)(F)F.C(C)OC1=C(C=CC(=C1)N1CCOCC1)NC(=O)C=1C=NN2C1N=C(C=C2)N[C@H]2CNCCC2 (R)-N-(2-ethoxy-4-morpholinophenyl)-5-(piperidin-3-ylamino)pyrazolo[1,5-a]pyrimidine-3-carboxamide trifluoroacetate salt